3-(3-{4-[1-({2-[4-(1,3-dioxolan-2-yl)-3-[(4-methoxyphenyl)methoxy]phenyl]ethyl}amino)cyclobutyl]phenyl}-5-phenylimidazo[4,5-b]pyridin-2-yl)pyridin-2-amine O1C(OCC1)C1=C(C=C(C=C1)CCNC1(CCC1)C1=CC=C(C=C1)N1C(=NC=2C1=NC(=CC2)C2=CC=CC=C2)C=2C(=NC=CC2)N)OCC2=CC=C(C=C2)OC